ClC=1C=NC=CC1C=1OC2=C(N1)C=C(C=C2Cl)CO 3-chloro-4-(7-chloro-5-(hydroxymethyl)benzo[d]oxazol-2-yl)pyridin